(2S)-beta-alanyl-L-hydroxyproline NCCC(=O)N1[C@@H](C[C@@H](O)C1)C(=O)O